C(C)(C)OC(C(C(=O)OC(C)C)(CCC)C(C=C)Cl)=O 2-(1-chloroallyl)-2-propyl-malonic acid diisopropyl ester